1-(4-formyl-3-hydroxyphenyl)-3,3-dimethylurea C(=O)C1=C(C=C(C=C1)NC(=O)N(C)C)O